N,N-dimethyl-3-((5-(1-phenyl-1H-benzo[d]imidazol-6-yl)pyridin-2-yl)oxy)propan-1-amine CN(CCCOC1=NC=C(C=C1)C=1C=CC2=C(N(C=N2)C2=CC=CC=C2)C1)C